C(C)C1=CC=2C(C3=CC=CC=C3SC2C(=C1)CC)=O 2,4-diethyl-thioxanthone